3-(allyloxy)-2-propanol dichlorophosphate P(=O)(Cl)(Cl)OC(C)COCC=C